S1C(=NC2=C1C=CC=C2)CN(C(=O)C2(CC1=CC=CC=C1C2)CC(=O)O)C 2-[2-[1,3-benzothiazol-2-ylmethyl-(methyl)carbamoyl]indan-2-yl]acetic acid